N-Octylacrylamide CCCCCCCCNC(=O)C=C